NC1=C(C=C2N=CC(=NC2=C1C1=C(C(=CC=C1)O)C)C(F)(F)F)C(=O)N 7-Amino-8-(3-hydroxy-2-methylphenyl)-2-(trifluoromethyl)quinoxaline-6-carboxamide